2-amino-3-(4-((7-hydroxy-6-methoxyquinolin-2-yl)amino)phenyl)propionic acid NC(C(=O)O)CC1=CC=C(C=C1)NC1=NC2=CC(=C(C=C2C=C1)OC)O